BrC=1C(=C(C=C2CCCOC12)[N+](=O)[O-])C 8-bromo-7-methyl-6-nitro-chromane